FC(OC1CN(C1)C=1C=C2C(=CC=NC2=CC1)C(=O)O)F 6-(3-(difluoromethoxy)azetidin-1-yl)quinoline-4-carboxylic acid